C1(CC1)C1=NC(=CC(=C1)N1C(N(C2(C1=O)CCN(CC2)CC2CCOCC2)CC)=O)OC (2-cyclopropyl-6-methoxypyridin-4-yl)-1-ethyl-8-((tetrahydro-2H-pyran-4-yl)methyl)-1,3,8-triazaspiro[4.5]decane-2,4-dione